ClC1=C(C=CC(=C1)F)[C@@]12CN(C[C@H]2C1)\C(=N/C=1C=NC(=CC1)OC)\[S-] (1R,5S,E)-1-(2-chloro-4-fluorophenyl)-N-(6-methoxypyridin-3-yl)-3-azabicyclo[3.1.0]hexane-3-thioimidate